5-chloro-8-hydroxy-1-((4-methyl-1H-pyrazol-1-yl)methyl)-3,4-dihydroisoquinoline-2(1H)-carboxylic acid tert-butyl ester C(C)(C)(C)OC(=O)N1C(C2=C(C=CC(=C2CC1)Cl)O)CN1N=CC(=C1)C